2,2-dimethyl-N-propylpropanamide CC(C(=O)NCCC)(C)C